NC1=NC(=NC(=C1C=O)C1=C(C=CC=C1)F)S(=O)(=O)C 4-amino-6-(2-fluoro-phenyl)-2-methylsulfonyl-pyrimidine-5-carbaldehyde